2-(4-fluorobenzoyl)benzoic acid FC1=CC=C(C(=O)C2=C(C(=O)O)C=CC=C2)C=C1